(R)-1-(1-methyl-1H-pyrazol-3-yl)ethanol CN1N=C(C=C1)[C@@H](C)O